diphenylsulfonium tetrakis-(pentafluoro-benzyl)-borate FC1=C(C(=C(C(=C1C[B-](CC1=C(C(=C(C(=C1F)F)F)F)F)(CC1=C(C(=C(C(=C1F)F)F)F)F)CC1=C(C(=C(C(=C1F)F)F)F)F)F)F)F)F.C1(=CC=CC=C1)[SH+]C1=CC=CC=C1